(S,E)-methyl 6-((2S,4S)-4-bromopyrrolidine-2-carboxamido)-7-(1-(2-(2-adamantylamino)-2-oxoethyl)-2-oxo-1,2-dihydropyridin-3-ylamino)-7-oxohept-2-enoate Br[C@H]1C[C@H](NC1)C(=O)N[C@@H](CC/C=C/C(=O)OC)C(=O)NC=1C(N(C=CC1)CC(=O)NC1C2CC3CC(CC1C3)C2)=O